C(C)(C)(C)OC(=O)N1[C@H]([C@@](CCC1)(CO)N)CO[C@@H]1CC[C@@H](CC1)C1=CC=CC=C1 (cis)-3-amino-3-(hydroxymethyl)-2-({[(cis)-4-phenylcyclohexyl]oxy}methyl)piperidine-1-carboxylic acid tert-butyl ester